(S)-N-(4-(5-(2-(4,4-difluoropiperidin-1-yl)-6-methylpyrimidin-4-yl)-1,3,4-oxadiazol-2-yl)-3-(6-Azaspiro[2.5]octan-6-yl)phenyl)-1-hydroxypropane-2-sulfonamide FC1(CCN(CC1)C1=NC(=CC(=N1)C1=NN=C(O1)C1=C(C=C(C=C1)NS(=O)(=O)[C@H](CO)C)N1CCC2(CC2)CC1)C)F